C1(CCCCC1)CC=1NC(=NN1)C(=O)NC1=NC=CC(=C1)C1=C(C=CC(=C1)OCCOC(C)(C)C)C(F)(F)F 5-(cyclohexylmethyl)-N-(4-(5-(2-(tert-butoxy)ethoxy)-2-(trifluoromethyl)phenyl)pyridin-2-yl)-4H-1,2,4-triazole-3-carboxamide